azido-arginine, azide N(=[N+]=[N-])N[C@@H](CCCNC(N)=N)C(=O)N=[N+]=[N-]